3,5'-dichloro-4-hydroxyl-2'-(3-(2-hydroxypropan-2-yl)-1H-pyrazol-1-yl)-6-methyl-2H-[1,4'-bipyridyl]-2-one ClC=1C(N(C(=CC1O)C)C1=CC(=NC=C1Cl)N1N=C(C=C1)C(C)(C)O)=O